methyl-1H-phenyltriazole-1-methylamine CC1=C(N=NN1CN)C1CC=CC=C1